1,1,1-trifluoro-2-phenyl-3-butene-2-ol FC(C(C=C)(O)C1=CC=CC=C1)(F)F